[Cl-].C(CCCCCCCCCCCCCCC)C1=C(C(=C(C(=[N+]1CCCCCCCCCCCCCCCC)CCCCCCCCCCCCCCCC)CCCCCCCCCCCCCCCC)CCCCCCCCCCCCCCCC)CCCCCCCCCCCCCCCC Hexacetylpyridinium chlorid